C12OCC(N(C1)C1=CC(=C(C(=O)N[C@H](C(=O)O)CC3=CC=C(C=C3)N3C(C4(C5=CC=CC(=C35)Cl)CC4)=O)C(=C1)Cl)Cl)C2 (2S)-2-(4-(2-oxa-5-azabicyclo[2.2.1]hept-5-yl)-2,6-dichlorobenzoylamino)-3-(4-(7'-chloro-2'-oxospiro[cyclopropan-1,3'-indoline]-1'-yl)phenyl)propanoic acid